hydroxypropyl ethylbenzoate C(C)C1=C(C(=O)OCCCO)C=CC=C1